COC1=CC=C2CC(OC(C2=C1)=O)CC(=O)O 2-(7-Methoxy-1-oxoisochroman-3-yl)acetic acid